5-(3-fluoropiperazin-1-yl)-2,3-dihydro-1,4-benzodioxine FC1CN(CCN1)C1=CC=CC=2OCCOC21